ClC=1C=CC2=C(C[C@H](CC=3N2C(=NN3)[C@@H]3CC[C@H](CC3)OC3=NC=CC=C3)N3CCCC3)C1 (5R)-8-chloro-1-[trans-4-(pyridin-2-yloxy)cyclohexyl]-5-(pyrrolidin-1-yl)-5,6-dihydro-4H-[1,2,4]triazolo[4,3-a][1]benzazepine